3-(6-bromopyridin-2-yl)-5-methyl-5,6,7,8-tetrahydro-[1,2,4]Triazolo[4,3-a]pyridine BrC1=CC=CC(=N1)C1=NN=C2N1C(CCC2)C